Ethyl 2-(2,6-dimethyl-4-((4-(2-(trifluoromethyl) benzyl) piperazin-1-yl) methyl) phenoxy)-2-methylpropionate CC1=C(OC(C(=O)OCC)(C)C)C(=CC(=C1)CN1CCN(CC1)CC1=C(C=CC=C1)C(F)(F)F)C